C(C)(=O)O[C@H]1[C@@H](O[C@@H]([C@H]([C@@H]1OC(C)=O)OC(C)=O)C(=O)OC)OC1=CC=C(C=C1)C(C)Br (2S,3R,4S,5S,6S)-2-(4-(1-bromoethyl)phenoxy)-6-(methoxy carbonyl)tetrahydro-2H-pyran-3,4,5-triyl triacetate